CN1S(CC2=C1C=CC=C2)(=O)=O 1-methyl-1,3-dihydrobenzo[c]isothiazole 2,2-dioxide